C(#N)C=1C2=C(SC1NC(OC(C)(C)C)=O)C=CC(=C2C=2C1=C(C=3C(=NC(=NC3C2F)N2C[C@H](CC2)N(C)C)O)COC1)F tert-Butyl (3-cyano-4-(3-((S)-3-(dimethyl-amino)pyrrolidin-1-yl)-5-fluoro-1-hydroxy-7,9-dihydrofuro[3,4-f]quinazolin-6-yl)-5-fluoro-benzo[b]thiophen-2-yl)-carbamate